O1COC2=C1C=CC(=C2)CNO N-(benzo[d][1,3]dioxol-5-ylmethyl)hydroxylamine